2-(4-(3-(trifluoromethyl)-3H-diazin-3-yl)phenyl)ethan-1-amine FC(C1(NN=CC=C1)C1=CC=C(C=C1)CCN)(F)F